C(C)(C)(C)C1=C(C=CC=C1)C1N(CCCC1)C1[C@H]([C@H](NC1)C=O)O 4-(2-((Tert-butyl)phenyl)piperidin-1-yl)((2S,3S)-3-hydroxypyrrolidin-2-yl)methanone